C(CCCCC(=O)OCCCCCCCC\C=C/CCCCCCCC)(=O)OCCCCCCCC\C=C/CCCCCCCC dioleyl adipate